methyl (glucosyl)methyl carbonate C(OC)(OCC1[C@H](O)[C@@H](O)[C@H](O)[C@H](O1)CO)=O